CC(C)CCC[C@@H](C)[C@H]1CC[C@H]2[C@@H]3CC=C4C[C@H](CC[C@]4(C)[C@H]3CC[C@]12C)OCCCCCCCCOC[C@@H](COCCCCCCC)N(C)C (2R)-1-({8-[(3β)-cholest-5-en-3-yloxyl]octyl}oxy)-3-(heptyloxy)-N,N-dimethylpropan-2-amine